1-(7-Bromo-1H-pyrazolo[4,3-C]pyridin-4-yl)pyrrolidine-2,5-dione BrC=1C2=C(C(=NC1)N1C(CCC1=O)=O)C=NN2